2,6-bis(trifluoromethyl)phenylboric acid FC(C1=C(C(=CC=C1)C(F)(F)F)OB(O)O)(F)F